ClC1=NC=CC(=C1Cl)C=1C(=C(C=CC1)NC(=O)C=1N(C2=C(CN(CC2)CCCF)N1)C)C N-(3-(2,3-dichloropyridin-4-yl)-2-methylphenyl)-5-(3-fluoropropyl)-1-methyl-4,5,6,7-tetrahydro-1H-imidazo[4,5-c]pyridine-2-carboxamide